((4R,5R)-5-benzyl-2,2-diethyl-1,3-dioxolan-4-yl)methanol C(C1=CC=CC=C1)[C@@H]1[C@H](OC(O1)(CC)CC)CO